C1(CCCC1)N1C(C=CC2=C1N=C(N=C2)NC2CCN(CC2)S(=O)(=O)C=2C=C(OC1CN(C1)C=1C=C3C(N(C(C3=CC1)=O)C1C(NC(CC1)=O)=O)=O)C=CC2)=O 5-(3-(3-((4-((8-cyclopentyl-7-oxo-7,8-dihydro-pyrido[2,3-d]pyrimidin-2-yl)amino)piperidin-1-yl)sulfonyl)phenoxy)azetidin-1-yl)-2-(2,6-dioxopiperidin-3-yl)isoindoline-1,3-dione